4-[4-cyano-3-hydroxy-8-(3-methoxy-phenyl)-quinolin-2-yl]-4-oxo-butyric acid ethyl ester C(C)OC(CCC(=O)C1=NC2=C(C=CC=C2C(=C1O)C#N)C1=CC(=CC=C1)OC)=O